O[C@@H]1C[C@H](CC1)N(C1=C2C(=NC=C1C(=O)OCC)NC=C2)C (trans)-Ethyl 4-((3-hydroxycyclopentyl)(methyl)amino)-1H-pyrrolo[2,3-b]pyridine-5-carboxylate